[Li+].P(=O)([O-])([O-])[O-].[Mn+2] manganous phosphate lithium